tert-butyl 3-methyl-2-(4-(trifluoromethyl)pyridin-2-yl)-2,8-diazaspiro[4.5]decane-8-carboxylate CC1N(CC2(C1)CCN(CC2)C(=O)OC(C)(C)C)C2=NC=CC(=C2)C(F)(F)F